N1CNCC=C1.[O].[O] dioxygen tetrahydropyrimidine